7-[5-chloranyl-2-[2-[2-methyl-4-oxidanylidene-6-[2,2,2-tris-(fluoranyl)ethyl]-7,8-dihydro-5H-pyrido[4,3-d]pyrimidin-3-yl]ethoxy]phenyl]-5-methyl-thieno[3,2-b]pyridine-3-carboxylic acid ClC=1C=CC(=C(C1)C1=C2C(=NC(=C1)C)C(=CS2)C(=O)O)OCCN2C(=NC1=C(C2=O)CN(CC1)CC(F)(F)F)C